o-xylylenediamine dihydrochloride Cl.Cl.C=1(C(=CC=CC1)CN)CN